tert-butyl 4-((1-((1-(2-(2,6-dioxopiperidin-3-yl)-4-fluoro-1-oxoisoindolin-5-yl)piperidin-4-yl)methyl)piperidin-4-yl)oxy)piperidine-1-carboxylate O=C1NC(CCC1N1C(C2=CC=C(C(=C2C1)F)N1CCC(CC1)CN1CCC(CC1)OC1CCN(CC1)C(=O)OC(C)(C)C)=O)=O